4-(2-(3,4-Dimethoxyphenyl)-1-ethyl-1H-benzo[d]imidazol-6-yl)piperidine-1-carboxylic acid tert-butyl ester C(C)(C)(C)OC(=O)N1CCC(CC1)C=1C=CC2=C(N(C(=N2)C2=CC(=C(C=C2)OC)OC)CC)C1